N(C1=CC=CC=C1)CC(=O)O 2-(anilino)acetic acid